N3-[(1H-indol-6-yl)methyl]-N6-(3-methoxypropyl)pyrido[2,3-b]pyrazine-3,6-diamine N1C=CC2=CC=C(C=C12)CNC1=CN=C2C(=N1)N=C(C=C2)NCCCOC